O=C1OCCN1PN1C(OCC1)=O bis(2-oxo-3-oxazolidinyl)phosphine